1-(1,1-dioxidothiomorpholino)-2-(4-(3-isopropyl-2-(8-methyl-[1,2,4]triazolo[1,5-a]pyridin-6-yl)-1H-indol-5-yl)piperidin-1-yl)ethan-1-one O=S1(CCN(CC1)C(CN1CCC(CC1)C=1C=C2C(=C(NC2=CC1)C=1C=C(C=2N(C1)N=CN2)C)C(C)C)=O)=O